methyl 1-((2-oxabicyclo[2.1.1]hexan-1-yl)methyl)-2-(4-bromo-2,5-difluorobenzyl)-1H-benzo[d]imidazole-6-carboxylate C12(OCC(C1)C2)CN2C(=NC1=C2C=C(C=C1)C(=O)OC)CC1=C(C=C(C(=C1)F)Br)F